tert-butyl (S)-4-(2-(2-((tert-butoxycarbonyl) amino)-3-((1-cyanocyclopropyl) amino)-3-oxopropyl) benzo[d]oxazol-4-yl)-1H-pyrazole-1-carboxylate C(C)(C)(C)OC(=O)N[C@@H](CC=1OC2=C(N1)C(=CC=C2)C=2C=NN(C2)C(=O)OC(C)(C)C)C(=O)NC2(CC2)C#N